N-(methoxycarbonyl)methyl-3-aminopropylmethyldimethoxysilane COC(=O)CNCCC[Si](OC)(OC)C